C(#N)C1=CC(=NC(=C1C1=CC(=C(C=C1)OC)F)C1=CC(=C(C=C1)C#N)F)N1CC(C(CC1)NC(OCC1=CC=CC=C1)=O)F benzyl (1-(4-cyano-6-(4-cyano-3-fluorophenyl)-5-(3-fluoro-4-methoxyphenyl)pyrid-2-yl)-3-fluoropiperid-4-yl)carbamate